(S)-N-((R)-1-(6-chloropyridin-3-yl)-3-hydroxypropyl)-4,7-difluoro-7-isopropyl-5,6,7,8-tetrahydroacridine-2-carboxamide ClC1=CC=C(C=N1)[C@@H](CCO)NC(=O)C1=CC2=CC=3C[C@@](CCC3N=C2C(=C1)F)(C(C)C)F